4-[2-(4-chloro-3-fluorophenoxy)acetamido]-N-[(pyridin-2-yl)methyl]bicyclo[2.2.2]octane-1-carboxamide ClC1=C(C=C(OCC(=O)NC23CCC(CC2)(CC3)C(=O)NCC3=NC=CC=C3)C=C1)F